CC(C)CC(=O)ON1C(N(C2=NC(=NC=C12)N)[C@@H]1O[C@@H](C[C@H]1OC(C)=O)[C@@H](CC)OC(C)=O)=O (S)-1-(9-((2R,3R,5S)-3-acetoxy-5-((R)-1-acetoxypropyl) tetrahydrofuran-2-yl)-2-amino-8-oxo-8,9-dihydro-7H-purin-7-yl) propan-2-ylacetate